[4-[3-ethyl-1-(2-methoxyethyl)pyrazol-4-yl]-2,3-difluoro-phenyl]trifluoromethanesulfonic acid C(C)C1=NN(C=C1C1=C(C(=C(C=C1)OS(=O)(=O)C(F)(F)F)F)F)CCOC